FC=1C=CC(=C2CCN(CC12)C(=O)OCC1=CC=CC=C1)C=C1CCNCC1 benzyl 8-fluoro-5-(4-piperidylidenemethyl)-3,4-dihydro-1H-isoquinoline-2-carboxylate